4,4'-cyclohexylidenebis[N,N-bis(4-methylphenyl)aniline] CC1=CC=C(C=C1)N(C2=CC=C(C=C2)C)C3=CC=C(C=C3)C4(CCCCC4)C5=CC=C(C=C5)N(C6=CC=C(C=C6)C)C7=CC=C(C=C7)C